COC(=O)C=1C(=NC(=C(N1)C=1C2=C(C=NC1)N(C=N2)C)NC)NC=2C=C1C(=NC2)CN(C1)C(=O)OC(C)(C)C tert-butyl 3-[[3-methoxycarbonyl-6-(methylamino)-5-(3-methylimidazo[4,5-c]pyridin-7-yl) pyrazin-2-yl] amino]-5,7-dihydropyrrolo[3,4-b]pyridine-6-carboxylate